[2H]C(N\1C(C(OCCC/C=C/CCCCCCCC(N/C1=N\C(OC(C)(C)C)=O)=O)=O)NC(=N)N)([2H])[2H] (E)-tert-butyl ((E)-4-trideuteriomethylguanidino-2,7-dioxo-1-oxa-4,6-diazacyclononadec-15-en-5-ylidene)carbamate